CO[C@H](CO)COC(C1=CC=CC=C1)(C1=CC=CC=C1)C1=CC=CC=C1 (R)-2-methoxy-3-(trityloxy)propan-1-ol